CC(CCCCCCCCCC=CCCCCCCCCCCCCCCCCC)CCCCCCCCCCC 29-Methyl-18-tetracontene